C(C1=CC=CC=C1)OC(N(C)CC12CN(C(C1)C2)C2=NC=C(C(=N2)NC2=NNC(=C2)C2CCCC2)C)=O N-[[2-[4-[(5-cyclopentyl-1H-pyrazol-3-yl)amino]-5-methyl-pyrimidin-2-yl]-2-azabicyclo[2.1.1]hex-4-yl]methyl]-N-methyl-carbamic acid benzyl ester